C(C)(=O)OC\C=C\CCCCCC=CCCCC (E)-9,2-Tetradecadienyl acetate